NC1=CC=2C(C3=CC=CC=C3C(C2C(=C1)O)=O)=O 2-amino-4-hydroxyanthraquinone